CNC1=NC2=NC(=CN=C2C=N1)NCCO 2-((2-(methylamino)pteridin-7-yl)amino)ethan-1-ol